1,2,3,3,3-pentafluoro-1-[2-(1,1,2,3,3,3-hexafluoropropoxy)ethoxy]-1-propene FC(=C(C(F)(F)F)F)OCCOC(C(C(F)(F)F)F)(F)F